tert-butyl (2S)-4-(6-chloro-8-cyclopropoxy-7-(5-methyl-1H-indazol-4-yl)-2-((((S)-1-methylpyrrolidin-2-yl)) methoxy)quinazolin-4-yl)-2-(cyanomethyl)piperazin-1-carboxylate ClC=1C=C2C(=NC(=NC2=C(C1C1=C2C=NNC2=CC=C1C)OC1CC1)OC[C@H]1N(CCC1)C)N1C[C@@H](N(CC1)C(=O)OC(C)(C)C)CC#N